cyclopropyl-N-[1-(2-methyl-5-{[2-(trifluoromethyl)pyridin-3-yl]methoxy}-1-benzofuran-3-yl)cyclopropyl]methanesulfonamide C1(CC1)CS(=O)(=O)NC1(CC1)C1=C(OC2=C1C=C(C=C2)OCC=2C(=NC=CC2)C(F)(F)F)C